CC(=CCCC=1C2C3=C(C4=CC=CC=C4C(=C3C(C1)C2)OC2=CC=CC=C2)OC(C=C)=O)C 2-(4-methyl-3-pentenyl)-9-acryloyloxy-10-phenoxy-1,4-dihydro-1,4-methanoanthracene